6-(2-(2-methyl-6-(trifluoromethyl)pyrimidin-4-yl)-2,6-diazaspiro[3.4]octan-6-yl)-5-propyl-1,5-dihydro-4H-pyrazolo[3,4-d]pyrimidin-4-one hydrochloride Cl.CC1=NC(=CC(=N1)N1CC2(C1)CN(CC2)C=2N(C(C1=C(N2)NN=C1)=O)CCC)C(F)(F)F